(2-methyl-4-phenyl-1,5,6,7-tetrahydro-s-indacen-1-yl)dimethyl-(2-methyl-indene) CC=1C(C2=CC=3CCCC3C(=C2C1)C1=CC=CC=C1)CC1C(=C(C2=CC=CC=C12)C)C